CNC(=O)C1=C(C=C(C=N1)C=1CCNCC1)C(F)(F)F N-methyl-5-(trifluoromethyl)-1',2',3',6'-tetrahydro-[3,4'-bipyridine]-6-carboxamide